COC(=O)C=1C=C2C=CC(=NC2=CC1)N1CCS(CC1)(=O)=O 2-(1,1-Dioxothiomorpholino)quinoline-6-carboxylic acid methyl ester